N4-ACETYLCYTOSINE CC(=O)NC1=CC=NC(=O)N1